Cl.ClC=1C=CC(=NC1)[C@H](C)N1C(=NC2=C1C=C(C(=C2)F)F)N2C[C@H]([C@@H](CC2)F)N (3r,4r)-1-(1-((S)-1-(5-chloropyridin-2-yl)ethyl)-5,6-difluoro-1H-benzo[d]imidazol-2-yl)-4-fluoropiperidin-3-amine hydrochloride